tert-butyl 2-fluoro-6-(4-(methoxycarbonyl)phenyl)-7-azaspiro[3.5]nonane-7-carboxylate FC1CC2(C1)CC(N(CC2)C(=O)OC(C)(C)C)C2=CC=C(C=C2)C(=O)OC